COC(C(C(C)=O)C=1C=C2N=C(C=NC2=CC1)OC)=O 2-(3-Methoxyquinoxalin-6-yl)-3-oxobutanoic acid methyl ester